ClC=1C=C(C#N)C=C(C1)CCN1C[C@H](NCC1)COC1=CC=C(C=C1)S(=O)(=O)CCO 3-chloro-5-{2-[(3S)-3-{[4-(2-hydroxyethanesulfonyl)phenoxy]methyl}piperazin-1-yl]ethyl}benzonitrile